2-([1,1'-biphenyl]-3-yl)-4-(4-bromopyridin-3-yl)-6-phenyl-1,3,5-triazine C1(=CC(=CC=C1)C1=NC(=NC(=N1)C=1C=NC=CC1Br)C1=CC=CC=C1)C1=CC=CC=C1